(E)-N-(4-(4-(benzyloxy)anilino)-3-cyano-7-ethoxyquinolin-6-yl)phenylalaninamide C(C1=CC=CC=C1)OC1=CC=C(NC2=C(C=NC3=CC(=C(C=C23)NC([C@@H](N)CC2=CC=CC=C2)=O)OCC)C#N)C=C1